O=C1NC(CCC1NC1=CC=C(C=C1)N1CCN(CC1)C(CCCCCCCCCCCCC(=O)[O-])=O)=O 14-(4-(4-((2,6-dioxopiperidin-3-yl)amino)phenyl)piperazin-1-yl)-14-oxotetradecanoate